Cl.N1=C(C=CC=C1)[C@@H](C)N1CCNCC1 1-[(1R)-1-(2-pyridyl)ethyl]piperazine hydrochloric acid salt